N-acetyl-D,L-tryptophan C(C)(=O)N[C@@H](CC1=CNC2=CC=CC=C12)C(=O)O |r|